C(C)(C)(C)OC(=O)N1CC2=CC(=CC=C2CC1)N.ClC1=C(C=NC2=CC(=CC=C12)C1=COC2=C(C1=O)C=CC=C2)C(=O)NOC2OCCCC2 4-chloro-7-(4-oxo-4H-benzopyran-3-yl)-N-((tetrahydro-2H-pyran-2-yl)oxy)quinoline-3-carboxamide tert-butyl-7-amino-3,4-dihydroisoquinoline-2(1H)-carboxylate